C1=CC=CC2=C1CC(C=CC2=O)=O 5H-benzo[7]annulene-5,8(9H)-dione